8-bromo-7-fluoro-1,4-dimethylquinolin-2(1H)-one BrC=1C(=CC=C2C(=CC(N(C12)C)=O)C)F